CN1C(C(C2=CC(=CC=C12)C1C(C1)NC(OC(C)(C)C)=O)(C)C)=O Tert-Butyl (2-(1,3,3-trimethyl-2-oxoindolin-5-yl)cyclopropyl)carbamate